ClC=1N=NC(=CC1C(=O)OCC)Cl ethyl 3,6-dichloropyridazine-4-carboxylate